N[C@](COC1=C(C=C(C=C1)C1=CC(=NC=C1)NC(OC)=O)C1CC1)(CC(C)C)C (S)-methyl (4-(4-((2-amino-2,4-dimethylpentyl)oxy)-3-cyclopropylphenyl)pyridin-2-yl)carbamate